7-(bromomethyl)-3H-pyrrolo[2,3-c]quinolin-4(5H)-one BrCC=1C=CC=2C3=C(C(NC2C1)=O)NC=C3